3-(4-((2-ethyl-1H-imidazol-1-yl)methyl)-3-fluorophenyl)-5-isobutylthiophene C(C)C=1N(C=CN1)CC1=C(C=C(C=C1)C1=CSC(=C1)CC(C)C)F